N-(4-Cyanobenzyl)-1-methyl-6-((1-(N-(2-methylpyridin-3-yl)sulfamoyl)cyclopropyl)methyl)-7-oxo-4,5,6,7-tetrahydro-1H-pyrazolo[3,4-c]pyridine-3-carboxamide C(#N)C1=CC=C(CNC(=O)C2=NN(C=3C(N(CCC32)CC3(CC3)S(NC=3C(=NC=CC3)C)(=O)=O)=O)C)C=C1